1-((tetrahydro-2H-pyran-4-carbonyl)carbamoyl)-6-azaspiro[2.5]octane-6-carboxylate O1CCC(CC1)C(=O)NC(=O)C1CC12CCN(CC2)C(=O)[O-]